6-(4-chloro-1-isopropyl-1H-pyrazol-5-yl)-3-cyclopropyl-1-(3-methoxy-4-(1-methyl-4-(trifluoromethyl)-1H-imidazol-2-yl)benzyl)-1H-pyrazolo[3,4-d]pyrimidine ClC=1C=NN(C1C1=NC=C2C(=N1)N(N=C2C2CC2)CC2=CC(=C(C=C2)C=2N(C=C(N2)C(F)(F)F)C)OC)C(C)C